5-aminotetrazole tert-butyl-3-{9-methyl-2-[(tetrahydro-1H-pyrrolizin-7a(5H)-yl)methoxy]-9H-purin-6-yl}-3,8-diazabicyclo[3.2.1]octane-8-carboxylate C(C)(C)(C)OC(=O)N1C2CN(CC1CC2)C2=C1N=CN(C1=NC(=N2)OCC21CCCN1CCC2)C.NC2=NN=NN2